tris-(4-hydroxyphenyl)ethane triacrylate C(C=C)(=O)O.C(C=C)(=O)O.C(C=C)(=O)O.OC1=CC=C(C=C1)C(C)(C1=CC=C(C=C1)O)C1=CC=C(C=C1)O